C1N(CCCC12CCCCC2)C2=CC(=NC(=N2)C(F)(F)F)N(CCN(C)C)CC2CN(CCO2)S(=O)(=O)C N1-(6-(2-azaspiro[5.5]undecan-2-yl)-2-(trifluoromethyl)pyrimidin-4-yl)-N2,N2-dimethyl-N1-((4-(methylsulfonyl)morpholin-2-yl)methyl)ethane-1,2-diamine